2-bromo-3,3,3-trifluoropropene BrC(=C)C(F)(F)F